CN1N=NC=2N(C1=O)C=NC2C(N)=S 3-Methyl-4-oxo-3,4-dihydroimidazo[5,1-d][1,2,3,5]tetrazine-8-thioamide